O=C1NC(CCC1N1C(N(C2=C1C=CC=C2CCCCCCCCCNC(OC(C)(C)C)=O)C)=O)=O Tert-butyl N-[9-[1-(2,6-dioxopiperidin-3-yl)-3-methyl-2-oxo-1,3-benzodiazol-4-yl]nonyl]carbamate